ClC1=C(C=CC(=C1)CNC1(CC(C1)O)C)N1N=CC(=C1)C1=NC(=NC=C1C#N)NC1CCN(CC1)S(=O)(=O)C 4-(1-(2-Chloro-4-((((1s,3s)-3-hydroxy-1-methylcyclobutyl)amino)methyl)phenyl)-1H-pyrazol-4-yl)-2-((1-(methylsulfonyl)piperidin-4-yl)amino)pyrimidine-5-carbonitrile